FC1=C(C(=CC=C1)F)C1=NC=C(C2=C1CNC2=O)NC2=NC=C(C=C2)N2CCNCC2 4-(2,6-difluorophenyl)-7-[(5-piperazin-1-yl-2-pyridyl)amino]-2,3-dihydropyrrolo[3,4-c]pyridin-1-one